ClC1=CC=NC2=C(C=CC=C12)COC=1C(=NC=CC1)C1CCCCN1C(=O)O 6-(((4-chloroquinolin-8-yl)methoxy)pyridin-2-yl)piperidine-1-carboxylic acid